(R)-5-(1-(2-fluoropropyl)-1H-benzo[d][1,2,3]triazol-6-yl)-4-methoxy-N-(1-(oxetan-3-yl)piperidin-4-yl)pyrrolo[2,1-f][1,2,4]triazin-2-amine F[C@@H](CN1N=NC2=C1C=C(C=C2)C=2C=CN1N=C(N=C(C12)OC)NC1CCN(CC1)C1COC1)C